2-((4-(7-(((2S,5R)-5-(Azetidine-1-sulfonamido)tetrahydro-2H-pyran-2-yl)methyl)-2,7-diazaspiro[3.5]nonan-2-yl)pyrimidin-5-yl)oxy)-N-(2,2-difluoroethyl)-5-fluoro-N-isopropylbenzamide N1(CCC1)S(=O)(=O)N[C@@H]1CC[C@H](OC1)CN1CCC2(CN(C2)C2=NC=NC=C2OC2=C(C(=O)N(C(C)C)CC(F)F)C=C(C=C2)F)CC1